4-(4-benzyl-3-oxopiperazin-1-yl)-2,6-difluoro-N-(4-methoxybenzo[d]thiazol-2-yl)benzamide C(C1=CC=CC=C1)N1C(CN(CC1)C1=CC(=C(C(=O)NC=2SC3=C(N2)C(=CC=C3)OC)C(=C1)F)F)=O